4-((1R,5S)-3,8-Diazabicyclo[3.2.1]octan-3-yl)-N-(1-propyl-1H-pyrazol-4-yl)pyrimidin-2-amine [C@H]12CN(C[C@H](CC1)N2)C2=NC(=NC=C2)NC=2C=NN(C2)CCC